COC(=O)C1=CC(=NC=C1CNC1=NC=C(C=C1S(=O)(=O)CC)Br)C(F)(F)F 5-[[(5-bromo-3-ethylsulfonyl-2-pyridinyl)amino]methyl]-2-(trifluoromethyl)pyridine-4-carboxylic acid methyl ester